C1(=CC=C(C=C1)C=1C(=NC(=NC1)NC=1C=NN(C1)C)NC=1C=C(C=CC1F)NC(C=C)=O)C1=CC=CC=C1 N-(3-((5-([1,1'-biphenyl]-4-yl)-2-((1-methyl-1H-pyrazol-4-yl)amino)pyrimidin-4-yl)amino)-4-fluorophenyl)acrylamide